2-[(4-bromo-2-iodo-5-methoxy-benzoyl)amino]acetic acid BrC1=CC(=C(C(=O)NCC(=O)O)C=C1OC)I